C(C)(=O)[O-].C(CCCCCCCCCC)[NH+]1C(CCCC1)C 1-Undecyl-2-Methylpiperidinium acetat